1-[(2,4-difluorophenyl)methyl]-3-[(4-vinylphenyl)methyl]-1-(1-methylpiperidin-4-yl)urea FC1=C(C=CC(=C1)F)CN(C(=O)NCC1=CC=C(C=C1)C=C)C1CCN(CC1)C